3-fluoro-4-(2-(3-(1-hydroxyethyl)-1,2,4-oxadiazol-5-yl)-6,9-dioxo-5-(4-(trifluoromethyl)-benzyl)-5,8-diazaspiro[3.5]-nonan-8-yl)benzonitrile FC=1C=C(C#N)C=CC1N1CC(N(C2(CC(C2)C2=NC(=NO2)C(C)O)C1=O)CC1=CC=C(C=C1)C(F)(F)F)=O